COC1=CC=C2C=NN(C2=C1NS(=O)(=O)C=1C=NC(=CC1)N1N=C(C(=C1C)C)C)C N-(6-METHOXY-1-METHYL-1H-INDAZOL-7-YL)-6-(TRIMETHYL-1H-PYRAZOL-1-YL)PYRIDINE-3-SULFONAMIDE